P(O)(O)O.FC(F)(F)[SiH3].FC(F)(F)[SiH3].FC(F)(F)[SiH3] tris(trifluoromethylsilane) phosphite